OC=1C(=NC=CC1OC)C(=O)N[C@H](C(=O)OC1C(CC1)(C)C1=CC=C(C=C1)F)C [2-(4-fluoro phenyl)-2-methylcyclobutyl] (2S)-2-[(3-hydroxy-4-methoxy-pyridine-2-carbonyl) amino]propanoate